6-chlorochroman-3-amine ClC=1C=C2CC(COC2=CC1)N